C(CCC)C1N(S(C2=C(N(C1)C1=CC=C(C=C1)F)C=C(C(=C2)O\C=C(\C(=O)O)/F)SC)(=O)=O)C racemic-(Z)-3-((3-butyl-5-(4-fluorophenyl)-2-methyl-7-(methylthio)-1,1-dioxido-2,3,4,5-tetrahydro-1,2,5-benzothiadiazepin-8-yl)oxy)-2-fluoroacrylic acid